FC1=C(C=CC(=C1F)C=O)NC(=O)C=1C(=NN(C1)C1=CC=C(C=C1)F)C N-(2,3-difluoro-4-formylphenyl)-1-(4-fluorophenyl)-3-methyl-1H-pyrazole-4-carboxamide